C(C)OC1=CC=CC=2C=3N(C(=NC12)N[C@H]1C(NCCCC1)=O)N=C(N3)C3=CC=C(C=C3)OC (3R)-3-{[7-ethoxy-2-(4-methoxyphenyl)[1,2,4]triazolo[1,5-c]quinazolin-5-yl]amino}azepan-2-one